NC1(C(CC(C1)CCB(O)O)CN)C(=O)O 1-amino-2-(aminomethyl)-4-(2-boronoethyl)cyclopentane-1-carboxylic acid